CC1=C(C=2N(N=C1N1CC=3C=C(C=NC3CC1)C=1C=NC=CC1)C=NN2)C 6-(7,8-dimethyl-[1,2,4]triazolo[4,3-b]pyridazin-6-yl)-3-(3-pyridyl)-7,8-dihydro-5H-1,6-naphthyridine